C(C#CC)(=O)NC=1C=C(C=CC1C)N1N=C(C(=C1)C1=CC(=C(C(=O)N)C=C1)OC)F 4-(1-(3-(but-2-ynamido)-4-methylphenyl)-3-fluoro-1H-pyrazol-4-yl)-2-methoxybenzamide